Benzyl (3-(3-(7-methyl-2-oxo-8-(trifluoromethyl)-2,3-dihydro-1H-benzo[b][1,4]diazepin-4-yl)phenyl)propyl)carbamate CC1=CC2=C(NC(CC(=N2)C=2C=C(C=CC2)CCCNC(OCC2=CC=CC=C2)=O)=O)C=C1C(F)(F)F